CN(C1CCN(CC1)C1=NC(=CC(=N1)NC1=CC2=C(C=N1)C=NN2C(C)C)N2CCCC2)C N-{2-[4-(dimethylamino)piperidin-1-yl]-6-pyrrolidin-1-ylpyrimidin-4-yl}-1-(1-methylethyl)-1H-pyrazolo[4,3-c]pyridin-6-amine